C1(CC1)[C@]1(C(N(C[C@H]1C)C=1C=2N(N=CC1)C=C(C2)C2=CN(C(C=C2)=O)C)=O)C#N (3R,4S)-3-cyclopropyl-4-methyl-1-[6-(1-methyl-6-oxopyridin-3-yl)pyrrolo[1,2-b]pyridazin-4-yl]-2-oxopyrrolidine-3-carbonitrile